ClC=1C=C(C=C(C1)Cl)C=1CCN(CC1)C(=O)OC(C)(C)C 4-(3,5-dichlorophenyl)-N-Boc-1,2,3,6-tetrahydropyridine